3-(2,5-dioxo-2,5-dihydro-1H-pyrrol-1-yl)-4,4,4-trifluorobutanoic acid O=C1N(C(C=C1)=O)C(CC(=O)O)C(F)(F)F